FC=1C=C2C(=C(NC2=C(C1)F)C1=CC=C(C=C1)F)C1CC(C1)NC(OCC1=CC=CC=C1)=O benzyl N-[(1r,3r)-3-[5,7-difluoro-2-(4-fluorophenyl)-1H-indol-3-yl]cyclobutyl]carbamate